2-cyanomethylpyridine C(#N)CC1=NC=CC=C1